2-[di(2H3)methylamino]-1-[4-(2-{7,8-dimethyl-[1,2,4]triazolo[1,5-a]pyridin-6-yl}-3-(propan-2-yl)-1H-pyrrolo[3,2-b]pyridin-5-yl)piperazin-1-yl](2H2)ethan-1-one C([2H])([2H])([2H])N(C(C(=O)N1CCN(CC1)C1=CC=C2C(=N1)C(=C(N2)C=2C(=C(C=1N(C2)N=CN1)C)C)C(C)C)([2H])[2H])C([2H])([2H])[2H]